ClC1=C2C(=NC=C1)N(C=C2C(F)(F)F)COCC[Si](C)(C)C 4-Chloro-3-(trifluoromethyl)-1-((2-(trimethylsilyl)ethoxy)methyl)-1H-pyrrolo[2,3-b]pyridine